Diisopentyl ((((2S,3S,4R,5R)-5-(4-aminopyrrolo[2,1-f][1,2,4]triazin-7-yl)-5-cyano-2-fluoro-3,4-dihydroxytetrahydrofuran-2-yl)methoxy)(phenoxy)phosphoryl)-L-aspartate NC1=NC=NN2C1=CC=C2[C@]2([C@@H]([C@@H]([C@@](O2)(F)COP(=O)(OC2=CC=CC=C2)N[C@@H](CC(=O)OCCC(C)C)C(=O)OCCC(C)C)O)O)C#N